FC=1C(=C(C(=O)N)C=CC1F)O 3,4-difluoro-2-hydroxybenzamide